4-(1-((3,3-difluoro-1-methylcyclobutyl)methyl)-3-(2,3-difluorocyclopropyl)-4-(trifluoromethyl)-1H-pyrazole-5-carboxamido)-2-(S-methylsulfonimidoyl)pyridine 1-oxide FC1(CC(C1)(C)CN1N=C(C(=C1C(=O)NC1=CC(=[N+](C=C1)[O-])S(=O)(=N)C)C(F)(F)F)C1C(C1F)F)F